ClC1=CN=C2N1C=C(C=C2C(=O)NC2=CC(=CC=C2)C2(CC(C2)CC#N)C2=NN=CN2C)CNC2(CC2)C 3-chloro-N-(3-((1s,3s)-3-(cyanomethyl)-1-(4-methyl-4H-1,2,4-triazol-3-yl)cyclobutyl)phenyl)-6-(((1-methylcyclopropyl)amino)methyl)imidazo[1,2-a]pyridine-8-carboxamide